5-((6-(5-cyclopropyl-4-(quinoxalin-2-yl)-1H-pyrazol-1-yl)hexyl)amino)-2-(2,6-dioxopiperidin-3-yl)isoindoline-1,3-dione C1(CC1)C1=C(C=NN1CCCCCCNC=1C=C2C(N(C(C2=CC1)=O)C1C(NC(CC1)=O)=O)=O)C1=NC2=CC=CC=C2N=C1